5-amino-1,3-dihydro-benzimidazole NC1=CC2=C(NCN2)C=C1